N-((1S)-1-(5-((1,1-dimethyl-2,3-dihydro-1H-inden-2-yl)amino)pyridin-2-yl)-2,2,2-trifluoroethyl)-N-methyl-2-(2-oxoimidazolidin-1-yl)acetamide CC1(C(CC2=CC=CC=C12)NC=1C=CC(=NC1)[C@@H](C(F)(F)F)N(C(CN1C(NCC1)=O)=O)C)C